CN1C2=C(C3=C1CNN=C3)SC=N2 4-methyl-4,6-dihydro-5H-thiazolo[5',4':4,5]pyrrolo[2,3-d]pyridazin